ClC1=C(C(=NC=C1)N=C(C1=CC=CC=C1)C1=CC=CC=C1)C 4-Chloro-2-[(diphenylmethylene)amino]-3-methylpyridine